1-(2,3-dioleoyl-propionyl)-3-trimethylammonio-propane C(CCCCCCC\C=C/CCCCCCCC)(=O)C(C(=O)CCC[N+](C)(C)C)CC(CCCCCCC\C=C/CCCCCCCC)=O